ClC1=CC(=NC(=N1)C)OC1=C(C=CC(=C1)C#N)C1=CC=C(C=C1)CCNC(OC(C)(C)C)=O tert-Butyl (2-(2'-((6-chloro-2-methylpyrimidin-4-yl)oxy)-4'-cyano-[1,1'-biphenyl]-4-yl)ethyl)carbamate